6-(11-bromoundecyl)benzo[a]pyrene BrCCCCCCCCCCCC1=C2C(=C3C=CC=4C=CC=C5C=CC1=C3C54)C=CC=C2